COC1=CC=C(C=C1)CN 4-methoxy-benzenemethanamine